FC1=CC=C2C=CN(C2=C1)CCN1CC(CC1)O 1-[2-(6-Fluoroindol-1-yl)ethyl]pyrrolidin-3-ol